N[C@H](C(=O)O)CCCCNC(N(C[C@@H]([C@H]([C@@H]([C@@H](CO)O)O)O)O)C)=O (2S)-2-amino-6-({methyl[(2S,3R,4R,5R)-2,3,4,5,6-pentahydroxyhexyl]carbamoyl}amino)hexanoic acid